rel-(3S)-3-amino-4-fluoro-2,3-dihydro-1-benzofuran-6-carbonitrile N[C@@H]1COC2=C1C(=CC(=C2)C#N)F |o1:1|